(ethylsulfinylmethyl)piperidine-1-carboxylic acid tert-butyl ester C(C)(C)(C)OC(=O)N1C(CCCC1)CS(=O)CC